NC=1C2=C(N=CN1)N(C=C2)C2C=C(C(C2O)O)CCC=2C=CC(=C1CCNCC21)C(F)F 5-(4-amino-7H-pyrrolo[2,3-d]pyrimidin-7-yl)-3-(2-(5-(difluoromethyl)-1,2,3,4-tetrahydroisoquinolin-8-yl)ethyl)cyclopent-3-ene-1,2-diol